tert-butyl ((S)-1-amino-3-((S)-7-chloro-3-oxo-3,4-dihydro-2H-benzo[b][1,4]oxazin-2-yl)-1-oxopropan-2-yl)carbamate NC([C@H](C[C@H]1C(NC2=C(O1)C=C(C=C2)Cl)=O)NC(OC(C)(C)C)=O)=O